(Z)-9-dodecenol C(CCCCCCC\C=C/CC)O